2-(3,4-Dichlorobenzoyl)-1,2,3,4,7,8,9,10-octahydro-11H-pyrido[4',3':3,4]pyrazolo[1,5-a][1,4]-diazepin-11-one ClC=1C=C(C(=O)N2CC=3C(=NN4C3C(NCCC4)=O)CC2)C=CC1Cl